2,4-dichloropyridine-5-boronic acid ClC1=NC=C(C(=C1)Cl)B(O)O